C(C)(C)(C)OC(=O)N1CCN(CC1)NC1=NON=C1C1=NOC(N1C1=CC(=C(C=C1)F)Br)=O 4-((4-(4-(3-bromo-4-fluorophenyl)-5-oxo-4,5-dihydro-1,2,4-oxadiazol-3-yl)-1,2,5-oxadiazol-3-yl)amino)piperazine-1-carboxylic acid tert-butyl ester